5-benzyl-2-({6-methylimidazo[1,2-a]pyridin-2-yl}methyl)-1,2-dihydro-2,7-naphthyridin C(C1=CC=CC=C1)C1=C2C=CN(CC2=CN=C1)CC=1N=C2N(C=C(C=C2)C)C1